OCC(CO)(CO)NCC=1C=C(C=C(C1)CCP([O-])([O-])=O)CCP([O-])([O-])=O.[Na+].[Na+].[Na+].[Na+] sodium ((5-(((1,3-dihydroxy-2-(hydroxymethyl)propan-2-yl)amino)methyl)-1,3-phenylene) bis(ethane-2,1-diyl))bis(phosphonate)